N-[5-(6-cyanopyridin-3-yl)-4-fluoro-2-[rac-(3R,5S)-3,4,5-trimethylpiperazin-1-yl]phenyl]-6-oxo-4-(trifluoromethyl)-1H-pyridine-3-carboxamide C(#N)C1=CC=C(C=N1)C=1C(=CC(=C(C1)NC(=O)C1=CNC(C=C1C(F)(F)F)=O)N1C[C@H](N([C@H](C1)C)C)C)F |r|